2-METHYL-5-(TRIFLUOROMETHYLSULFONYL)PHENYLBORONIC ACID CC1=C(C=C(C=C1)S(=O)(=O)C(F)(F)F)B(O)O